N-((3S,5R)-1-(6-(6-(difluoromethyl)imidazo[1,2-b]pyridazin-3-yl)pyrimidin-4-yl)-5-methylpiperidin-3-yl)methanesulfonamide FC(C=1C=CC=2N(N1)C(=CN2)C2=CC(=NC=N2)N2C[C@H](C[C@H](C2)C)NS(=O)(=O)C)F